NC=1NC(C=2N(C(N(C2N1)[C@@H]1O[C@@H]([C@H]([C@H]1O)F)CO)=O)CC=1SC=CC1)=O 2-amino-9-((2R,3S,4S,5R)-4-fluoro-3-hydroxy-5-(hydroxymethyl)tetrahydrofuran-2-yl)-7-(thiophen-2-ylmethyl)-7,9-dihydro-1H-purine-6,8-dione